C(C)C(CN=C=O)CCN=C=O 2-Ethyltetramethylendiisocyanat